CC=1C=C(SC1C1=CC=NC=C1)C(=O)O 4-methyl-5-(4-pyridyl)thiophene-2-carboxylic acid